C[C@H]1N(C[C@@H](N(C1)C(C(=O)NC=1C2=C(C=NC1)C=NN2)=O)C2=CC=CC=C2)C(C(C)(C)C)=O 2-((2S,5R)-5-methyl-2-phenyl-4-pivaloylpiperazin-1-yl)-2-oxo-N-(1H-pyrazolo[4,3-c]pyridin-7-yl)acetamide